FC=1C=C2N=CC=3N(C(N4C3C2=C(OCC42CC2)C1C=1C=CC(=NC1)OCCCN1C(CCCC1)C#N)=O)C 1-(3-((5-(6-fluoro-2-methyl-1-oxo-2,9-dihydro-1H-spiro[8-oxa-2,4,10a-triazanaphtho[2,1,8-cde]azulene-10,1'-cyclopropan]-7-yl)pyridin-2-yl)oxy)propyl)piperidine-2-carbonitrile